(1R)-2-[2-(4-bromo-2-fluorophenyl)-7-cyclopropyl-pyrazolo[1,5-a]pyrimidine-5-carbonyl]-1-methyl-1,2,3,4-tetrahydroisoquinoline BrC1=CC(=C(C=C1)C1=NN2C(N=C(C=C2C2CC2)C(=O)N2[C@@H](C3=CC=CC=C3CC2)C)=C1)F